2-amino-5-(4-chlorophenyl)-4-oxo-4,5-dihydrofuran-3-yl-5-d phenylmethanesulfonate C1(=CC=CC=C1)CS(=O)(=O)OC1=C(OC(C1=O)([2H])C1=CC=C(C=C1)Cl)N